C1=C2C(=CS1)C(C=1C(=CSC1)C2=O)=O benzo[1,2-c:4,5-c']dithiophene-4,8-dione